ClC=1C=C(C=CC1)C(=O)N1CCCC2=CC(=CC=C12)C(C(=O)NC1=CC=C(C=C1)Cl)C 2-[1-(3-chlorobenzene-1-carbonyl)-1,2,3,4-tetrahydroquinolin-6-yl]-N-(4-chlorophenyl)propanamide